C(CCCCCCCCCCC)C1=C(C(=CC=C1)C(=O)O)C(=O)O dodecyl-benzenedicarboxylic acid